(1S,4r)-N-((S)-4-(5-(5-fluoro-2-methoxypyridin-4-yl)-1H-pyrazole-3-carbonyl)-4-azaspiro[2.5]oct-7-yl)-4-hydroxy-4-(trifluoromethyl)cyclohexane-1-carboxamide FC=1C(=CC(=NC1)OC)C1=CC(=NN1)C(=O)N1C2(CC2)C[C@H](CC1)NC(=O)C1CCC(CC1)(C(F)(F)F)O